C(C)OC(C1=CC=C(C=C1)N(C)C)=O Ethyl-4-dimethylamino-benzoate